C(CC(C)C)C(C(=O)OCC(C)(C)C)C(C(=O)OCC(C)(C)C)CCC(C)C dineopentyl 2,3-diisopentylsuccinate